C(C)OC(CCC(=O)C1=NC(=CC(=C1O)C#N)C1=CC=CC=C1)=O 4-(4-Cyano-3-hydroxy-6-phenyl-pyridin-2-yl)-4-oxo-butyric acid ethyl ester